1-(t-butyl) 2,4-diethyl (2S,4R)-4-(cyanomethyl)pyrrolidine-1,2,4-tricarboxylate C(#N)C[C@@]1(C[C@H](N(C1)C(=O)OC(C)(C)C)C(=O)OCC)C(=O)OCC